[N+](=O)([O-])C1=CC=C(C=C1)NC(NC(C(=O)N)C)=O 2-(3-(4-nitrophenyl)ureido)propanamide